2-Bromo-4-iodo-5-methylpyridine BrC1=NC=C(C(=C1)I)C